2,2-diethoxyphenylethanone C(C)OC1(C(C=CC=C1)C(C)=O)OCC